N-(5-(1H-pyrazol-5-yl)thiazolo[5,4-b]pyridin-2-yl)-5-(2-methoxyphenyl)pyridazine-4-carboxamide N1N=CC=C1C1=CC=C2C(=N1)SC(=N2)NC(=O)C2=CN=NC=C2C2=C(C=CC=C2)OC